ClC=1C=C(C=CC1OC(F)(F)F)N1CCC(CC1)SC=1N=NNC1C(=O)O 4-((1-(3-chloro-4-(trifluoromethoxy)phenyl)piperidin-4-yl)thio)-1H-1,2,3-triazole-5-carboxylic acid